2-(4-acetyl-2-((4-(aminomethyl)-6H-benzo(c)chromen-9-yl)methoxy)phenyl)acetic acid C(C)(=O)C1=CC(=C(C=C1)CC(=O)O)OCC1=CC2=C(COC3=C(C=CC=C23)CN)C=C1